methyl 5-chloro-4-fluoro-2-((2-methyl-4-(trifluoro-methoxy)phenyl)amino)-benzoate ClC=1C(=CC(=C(C(=O)OC)C1)NC1=C(C=C(C=C1)OC(F)(F)F)C)F